CC1(COB(OC1)C1=CC(=CC=C1)C1(CC1)C)C 5,5-dimethyl-2-[3-(1-methylcyclopropyl)phenyl]-1,3,2-dioxaborinane